COCC(CN)(COC)COC 3-methoxy-2,2-di(methoxymethyl)-1-propylamine